CC1(N(C(CC(C1)OC(CC(CC(C)(C)C)C)=O)(C)C)C(C(=O)OCC)C(CC(C)(C)C)C)C ethyl 2-[2,2,6,6-tetramethyl-4-(3,5,5-trimethyl-hexanoyloxy)-piperidinyl]-3,5,5-trimethylhexanoate